(Z)-3-(4-(4-((5-fluoro-2-oxoindolin-3-ylidene)methyl)phenyl)-1H-1,2,3-triazol-1-yl)benzonitrile FC=1C=C2/C(/C(NC2=CC1)=O)=C/C1=CC=C(C=C1)C=1N=NN(C1)C=1C=C(C#N)C=CC1